C(C)(C)N1CCN(CC1)C=1C(=C(N)C=CC1)[N+](=O)[O-] 3-(4-isopropylpiperazin-1-yl)-2-nitroaniline